methyl 7-hydroxymethyl-2,3-dihydrobenzofuran-5-carboxylate OCC1=CC(=CC=2CCOC21)C(=O)OC